3-((2-(difluoromethoxy)-6-methylpyridin-3-yl)carbamoyl)-3-(2-isopropylphenyl)cyclobutane-1-carboxylic acid FC(OC1=NC(=CC=C1NC(=O)C1(CC(C1)C(=O)O)C1=C(C=CC=C1)C(C)C)C)F